N-(2-(4-(6-hydroxy-2-(4-hydroxyphenyl)benzo[b]thiophene-3-carbonyl)phenoxy)ethyl)heptanamide OC=1C=CC2=C(SC(=C2C(=O)C2=CC=C(OCCNC(CCCCCC)=O)C=C2)C2=CC=C(C=C2)O)C1